(1R,1'R)-1,1'-(1,4-phenylene)bis(ethan-1-ol) C1(=CC=C(C=C1)[C@@H](C)O)[C@@H](C)O